CC1=CC=C(CN2CCC(CC2)CCNC(C2=CC(=CC=C2)[N+](=O)[O-])=O)C=C1 N-(2-(1-(4-methylbenzyl)piperidin-4-yl)ethyl)-3-nitrobenzamide